[Si](Cl)(Cl)(Cl)Cl Tetrachlorosilicic acid